C(CCCCCCCCC\C=C\CCCCCC)(=O)OCCCCCCCC\C=C\CCCCCCCC elaidyl vaccenate